3-((4-Hydroxy-1-((R)-3-phenylbutanoyl)piperidin-4-yl)methyl)-6-(((S)-2-(pyrrolidin-1-yl)propyl)amino)pyrimidin-4(3H)-one OC1(CCN(CC1)C(C[C@@H](C)C1=CC=CC=C1)=O)CN1C=NC(=CC1=O)NC[C@H](C)N1CCCC1